FC=1C(=C(C=CC1)C=1C=NC=2N(C1)C=C(N2)COC2=NC=CC=C2)OC 6-(3-fluoro-2-methoxy-phenyl)-2-(2-pyridinyloxymethyl)imidazo[1,2-a]pyrimidine